1-[(2-bromophenyl)methyl]cyclobutane-1-carbonitrile BrC1=C(C=CC=C1)CC1(CCC1)C#N